3-cyclopropyl-4-(3-methyl-4-methylsulfonyl-phenyl)-1H-pyrazolo[4,3-c]pyridine C1(CC1)C1=NNC2=C1C(=NC=C2)C2=CC(=C(C=C2)S(=O)(=O)C)C